(4aR,8aS)-6-[6-[[1-cyclopropyl-3-(trifluoromethyl)pyrazol-4-yl]methyl]-2-azaspiro[3.3]heptane-2-carbonyl]-4,4a,5,7,8,8a-hexahydropyrido[4,3-b][1,4]oxazin-3-one C1(CC1)N1N=C(C(=C1)CC1CC2(CN(C2)C(=O)N2C[C@@H]3[C@@H](OCC(N3)=O)CC2)C1)C(F)(F)F